BrC1=CC=C(C(=O)C2CCN(CC2)C(=O)OCCCC)C=C1 butyl 4-(4-bromobenzoyl)piperidine-1-carboxylate